6-amino-2-(difluoromethyl)-N,N-bis(4-methoxybenzyl)-2H-indazole-4-sulfonamide NC=1C=C(C2=CN(N=C2C1)C(F)F)S(=O)(=O)N(CC1=CC=C(C=C1)OC)CC1=CC=C(C=C1)OC